xylenediaminium C=1(C(=C(C(=CC1)[NH3+])[NH3+])C)C